C(=O)(O)CC=1C(NC(N([C@]2([C@H](O)[C@H](O)[C@@H](CO)O2)CN)C1)=S)=O 5-carboxymethyl-aminomethyl-2-thiouridine